tert-Butyl ((1-((3-((2-(2-aminoethoxy)-5-ethylphenyl)sulfonamido)-4-methoxybenzo[d]isoxazol-6-yl)methyl)-1H-pyrazol-4-yl)methyl)carbamate NCCOC1=C(C=C(C=C1)CC)S(=O)(=O)NC1=NOC2=C1C(=CC(=C2)CN2N=CC(=C2)CNC(OC(C)(C)C)=O)OC